(3R,4S,5R)-2-nitro-lactose [N+](=O)([O-])[C@@]1(C(O)O[C@@H]([C@H]([C@H]1O)O[C@H]1[C@H](O)[C@@H](O)[C@@H](O)[C@H](O1)CO)CO)O